OC=1C=C(C=CC1O)CC(C(=O)O)O 3-(3,4-dihydroxyphenyl)-2-hydroxypropionic acid